CN1CCN(CC1)CCC(=O)OC(CC)C 3-butyl 3-(4-methylpiperazin-1-yl)propanoate